N1(C=C(C2=CC=CC=C12)C(=O)OC)C(=O)OC[C@H]1O[C@@]([C@@H]([C@@H]1O)O)(C#N)C1=CC=C2C(=NC=NN21)N O1-[[(2R,3S,4R,5R)-5-(4-aminopyrrolo[2,1-f][1,2,4]triazin-7-yl)-5-cyano-3,4-dihydroxy-tetrahydrofuran-2-yl]methyl] O3-methyl indole-1,3-dicarboxylate